2-(2-[2-[2-([1-[5-chloro-4-([1-methyl-3-[(methylcarbamoyl)methoxy]-2-oxo-1,2-dihydroquinolin-6-yl]amino)pyrimidin-2-yl]piperidin-4-yl]oxy)ethoxy]ethoxy]ethoxy)acetic acid ClC=1C(=NC(=NC1)N1CCC(CC1)OCCOCCOCCOCC(=O)O)NC=1C=C2C=C(C(N(C2=CC1)C)=O)OCC(NC)=O